4-tert-butyl 5-methyl 2-(1-(tert-butoxycarbonyl)piperidin-4-yl)-6-isopropyl-4H-thieno[3,2-b]pyrrole-4,5-dicarboxylate C(C)(C)(C)OC(=O)N1CCC(CC1)C1=CC=2N(C(=C(C2S1)C(C)C)C(=O)OC)C(=O)OC(C)(C)C